2-((((9H-fluoren-9-yl)methoxy)carbonyl)amino)-2-(4,4-difluorocyclohexyl)acetic acid C1=CC=CC=2C3=CC=CC=C3C(C12)COC(=O)NC(C(=O)O)C1CCC(CC1)(F)F